NCCC(=O)OCC(CCCCCCCCCCCCC)=O myristoylmethyl β-aminopropionate